prop-2-enyl-3H-imidazole C(C=C)C1=NC=CN1